NC1CC2CCC(C1)N2C2=C(N=C1C(=N2)NN=C1C1=C(C2=C(N(N=C2C=C1)C)Cl)Cl)CO {6-[endo-3-amino-8-azabicyclo[3.2.1]octan-8-yl]-3-(3,4-dichloro-2-methyl-2H-indazol-5-yl)-1H-pyrazolo[3,4-b]pyrazin-5-yl}methanol